C(CCCC)SSC=1SC=CN1 (amyl-dithio)thiazole